1-(quinoxalin-5-yl)cyclopropane-1-ol Sodium [Na].N1=CC=NC2=C(C=CC=C12)C1(CC1)O